BrC1=CC(=C(C(=C1)OC)CO)F (4-bromo-2-fluoro-6-methoxy-phenyl)methanol